S-(Diethylamino)ethyl O-ethyl ethylphosphonothioate C(C)P(SCCN(CC)CC)(OCC)=O